methyl 6-(1-[(tert-butoxy)carbonyl](methyl)aminocyclopropyl)pyridine-3-carboxylate C(C)(C)(C)OC(=O)C1(C(C1)NC)C1=CC=C(C=N1)C(=O)OC